C1(=CC=CC=C1)C(CC1C(CCCC1)=O)C1=CC=CC=C1 2-(2,2-diphenylethyl)cyclohexane-1-one